NC1=CC(=C(C=C1)NC(C=C)=O)Cl N-(4-amino-2-chlorophenyl)acrylamide